FC1=C(N[N+](=O)[O-])C=CC=C1 2-Fluoro-nitroaniline